2-(((9-((2R,4S,5R)-4-acetoxy-5-ethynyl-5-(hydroxymethyl)tetrahydrofuran-2-yl)-2-fluoro-9H-purin-6-yl)carbamoyl)oxy)propane-1,3-diyl dinonanoate C(CCCCCCCC)(=O)OCC(COC(CCCCCCCC)=O)OC(NC1=C2N=CN(C2=NC(=N1)F)[C@@H]1O[C@@]([C@H](C1)OC(C)=O)(CO)C#C)=O